4-Chloro-2-methylsulfonyl-1-(trifluoromethyl)benzene ClC1=CC(=C(C=C1)C(F)(F)F)S(=O)(=O)C